(5-(2-(1H-indol-4-yl)-4-((R)-3-methylmorpholino)pyrido[3,2-d]pyrimidin-6-yl)-6-fluoropyridin-2-yl)methylsulfinylsulfimide N1C=CC2=C(C=CC=C12)C=1N=C(C2=C(N1)C=CC(=N2)C=2C=CC(=NC2F)CS(=O)S=N)N2[C@@H](COCC2)C